2-[rac-(3S,4S)-1,3-dimethyl-4-piperidyl]-5-[rac-(2R,5S)-5-methyl-2-piperidyl]-1,3-benzothiazole CN1C[C@H]([C@H](CC1)C=1SC2=C(N1)C=C(C=C2)[C@@H]2NC[C@H](CC2)C)C |r|